FC1=CC=C(C=C1)C1=CC=C(C(=N1)C=1N=NNN1)CNC(OCCCC)=O butyl ((6-(4-fluorophenyl)-2-(2H-tetrazol-5-yl)pyridin-3-yl)methyl)carbamate